C(C)N1N=C2C(=CC=C(C2=C1)N1C[C@H]2CC[C@@H](C1)N2C(=O)OC(C)(C)C)C(NC=2C=C(C=1N(C2)C=C(N1)C)F)=O tert-butyl (1R,5S)-3-[2-ethyl-7-({8-fluoro-2-methylimidazo[1,2-a]pyridin-6-yl}carbamoyl)indazol-4-yl]-3,8-diazabicyclo[3.2.1]octane-8-carboxylate